ClC=1C=C(C=CC1F)NC1=NC=NC2=CC(=C(C=C12)NC(C=C)=O)OCCCN1CCN(CC1)C(CCCCCCSC1=C2CN(C(C2=CC=C1)=O)C1C(NC(CC1)=O)=O)=O N-(4-((3-chloro-4-fluorophenyl)amino)-7-(3-(4-(7-((2-(2,6-dioxopiperidin-3-yl)-1-oxoisoindolin-4-yl)thio)heptanoyl)piperazin-1-yl)propoxy)quinazolin-6-yl)acrylamide